BrC1=C(C=C2C(NC(=NC2=C1)C)=O)Cl 7-bromo-6-chloro-2-methyl-3,4-dihydro-quinazolin-4-one